3-chloro-4-((1S,4S)-1-(3,3-dimethylpyrrolidin-1-yl)-6-azaspiro[3.4]octan-6-yl)-2,6-difluoro-N-(6-fluoropyridin-2-yl)benzenesulfonamide ClC=1C(=C(C(=CC1N1C[C@]2(CC[C@@H]2N2CC(CC2)(C)C)CC1)F)S(=O)(=O)NC1=NC(=CC=C1)F)F